(4-bromo-2-fluorophenyl)-6-methoxy-7-[(1-methylpiperidin-4-yl)methoxy]quinazolin-4-amine BrC1=CC(=C(C=C1)C1=NC2=CC(=C(C=C2C(=N1)N)OC)OCC1CCN(CC1)C)F